CC=1N=C(SC1C(=O)OC(C)(C)C)NC(CCNC(C1=CC(=CC=C1)C=1N=NN(N1)C)=O)=O tert-butyl 4-methyl-2-[3-[[3-(2-methyltetrazol-5-yl)benzoyl]amino]propanoylamino]thiazole-5-carboxylate